N-Ethyl-8-(6-fluoropyridin-3-yl)quinoxalin-6-amine C(C)NC=1C=C2N=CC=NC2=C(C1)C=1C=NC(=CC1)F